N-(1-((3-phenyl-1,2,4-oxadiazol-5-yl)methyl)-2,3-diketoindol-5-yl)benzamide ethyl-(E)-3-(1-(((Tert-butyldimethylsilyl)oxy)methyl)cyclopropyl)acrylate C(C)OC(\C=C\C1(CC1)CO[Si](C)(C)C(C)(C)C)=O.C1(=CC=CC=C1)C1=NOC(=N1)CN1C(C(C2=CC(=CC=C12)NC(C1=CC=CC=C1)=O)=O)=O